BrC=1C=C(N)C=CC1 3-BromoAniline